tert-butyl 3-(6-amino-1-cyano-5,6,7,8-tetrahydronaphthalen-2-yl)-3,8-diazabicyclo[3.2.1]octane-8-carboxylate NC1CC=2C=CC(=C(C2CC1)C#N)N1CC2CCC(C1)N2C(=O)OC(C)(C)C